BrCCCCCCCCCCCCSC1=C2CN(C(C2=CC=C1)=O)C1C(NC(CC1)=O)=O 3-(4-((12-bromododecyl)thio)-1-Oxoisoindoline-2-yl)piperidine-2,6-dione